phenanthrene-9,10-diol C1=CC=CC=2C3=CC=CC=C3C(=C(C12)O)O